(R)-1-(1-(1H-imidazole-2-carbonyl)piperidin-3-yl)-3-((5-chloro-1H-indol-2-yl)methyl)-1-methylurea N1C(=NC=C1)C(=O)N1C[C@@H](CCC1)N(C(=O)NCC=1NC2=CC=C(C=C2C1)Cl)C